3-(5-(1H-1,2,4-triazol-5-yl)pyridin-3-yl)-4-methoxyphenyl benzylcarbamate C(C1=CC=CC=C1)NC(OC1=CC(=C(C=C1)OC)C=1C=NC=C(C1)C1=NC=NN1)=O